(4-(7-(2-methyl-[1,1'-biphenyl]-3-yl)-[1,2,4]triazolo[4,3-a]pyridin-3-yl)benzyl)-L-proline CC1=C(C=CC=C1C1=CC=2N(C=C1)C(=NN2)C2=CC=C(CN1[C@@H](CCC1)C(=O)O)C=C2)C2=CC=CC=C2